methyl N-[5-[6-[(4-chloro-3-methyl-phenyl)-propyl-carbamoyl]imidazo[1,2-a]pyridin-3-yl]-2-pyridyl]carbamate ClC1=C(C=C(C=C1)N(C(=O)C=1C=CC=2N(C1)C(=CN2)C=2C=CC(=NC2)NC(OC)=O)CCC)C